CC1(C(=O)OC(C1)=O)C 2,2-dimethyl-succinic anhydride